N-(1-(1-(methylsulfonyl)propan-2-yl)piperidin-4-yl)-1H-pyrazole-3-carboxamide CS(=O)(=O)CC(C)N1CCC(CC1)NC(=O)C1=NNC=C1